(2E)-2-phenyl-2-propenoic acid C1=CC=C(C=C1)/C=C/C(=O)O